tert-butyl N-[3-({[(propan-2-yloxy)carbonyl]amino}methyl)bicyclo[1.1.1]pentan-1-yl]carbamate CC(C)OC(=O)NCC12CC(C1)(C2)NC(OC(C)(C)C)=O